P(O)(O)(=S)O[C@H]1[C@H]([C@@H](O[C@@H]1CO)N1C=NC=2C(N)=NC=NC12)O adenosine-3'-phosphorothioate